C(C)(C)(C)OC(NCC1=C(C(=NC=C1)Br)O)=O N-[(2-bromo-3-hydroxypyridin-4-yl)methyl]carbamic acid tert-butyl ester